[Si](C)(C)(C(C)(C)C)OCC=1N=C(SC1)C1(CCCCC1)O 1-(4-(((tert-butyldimethylsilyl)-oxy)methyl)thiazol-2-yl)cyclohexanol